Cl.FC1(CCNCC1)C(=O)OC methyl 4-fluoropiperidine-4-carboxylate HCl salt